FC(C(C(C(S(=O)(=O)[O-])(F)F)(F)F)(F)F)(S(=O)(=O)[O-])F.FC(C1(OC2C3(CCC(C12)C3)COC3=C(C=CC=C3)[S+](C3=CC=CC=C3)C3=C(C=CC=C3)OCC31C2OC(C2C(CC3)C1)(C(F)(F)F)C(F)(F)F)C(F)(F)F)(F)F.FC(C1(OC3C2(CCC(C13)C2)COC2=C(C=CC=C2)[S+](C2=CC=CC=C2)C2=C(C=CC=C2)OCC21C3OC(C3C(CC2)C1)(C(F)(F)F)C(F)(F)F)C(F)(F)F)(F)F bis[bis[4,4-bis(trifluoromethyl)-3-oxatricyclo[4.2.1.02,5]-nonylmethoxyphenyl]phenyl-sulfonium] perfluorobutane-1,4-disulfonate